2-(3-fluoro-4-(pyrrolidin-2-yl)phenyl)-N-(3-(4-fluoropiperidin-1-yl)propyl)benzo[d]imidazo[2,1-b]thiazole-7-carboxamide FC=1C=C(C=CC1C1NCCC1)C=1N=C2SC3=C(N2C1)C=CC(=C3)C(=O)NCCCN3CCC(CC3)F